methyl ((3S,5R,8R,9S,10S,13R,14S,17R)-14-hydroxy-10,13-dimethyl-17-(2-oxo-2H-pyran-5-yl)hexadecahydro-1H-cyclopenta[a]phenanthren-3-yl)carbamate O[C@]12[C@@H]3CC[C@@H]4C[C@H](CC[C@@]4([C@H]3CC[C@@]2([C@H](CC1)C=1C=CC(OC1)=O)C)C)NC(OC)=O